(5-(((tert-butoxycarbonyl)amino)methyl)thiophen-2-yl)boronic acid C(C)(C)(C)OC(=O)NCC1=CC=C(S1)B(O)O